BrC=1C(=NC(=NC1)NC1=C(C=C(C(=C1)Cl)N1CCC(CC1)N1CC(CCC1)N(C)C)Cl)NC1=CC2=C(CCO2)C=C1NS(=O)(=O)C N-(6-((5-bromo-2-((2,5-dichloro-4-(3-(dimethylamino)-[1,4'-bipiperidine]-1'-yl)phenyl)amino)pyrimidin-4-yl)amino)-2,3-dihydrobenzofuran-5-yl)methanesulfonamide